tert-butyl 3-(4-(benzyloxy)-1,3-dihydrofuro[3,4-c]pyridin-7-yl)-4-oxopiperidine-1-carboxylate C(C1=CC=CC=C1)OC1=NC=C(C2=C1COC2)C2CN(CCC2=O)C(=O)OC(C)(C)C